1-bromo-4-fluoro-2-iodo-3-(trifluoromethyl)benzene BrC1=C(C(=C(C=C1)F)C(F)(F)F)I